2-methyl-N-[(3R)-1-methylpiperidin-3-yl]-4-[2-(trifluoromethoxy)phenyl]pyrazolo[1,5-d][1,2,4]triazin-7-amine formate C(=O)O.CC1=NN2C(=NN=C(C2=C1)C1=C(C=CC=C1)OC(F)(F)F)N[C@H]1CN(CCC1)C